BrC1=CC=C2C(NC3(C2=C1)CCCCC3)=O 6'-bromospiro[cyclohexane-1,1'-isoindolin]-3'-one